(S)-2-(((1-(3-chlorophenyl)cyclopropoxy)carbonyl)amino)-3-cyclohexylpropanoic acid ClC=1C=C(C=CC1)C1(CC1)OC(=O)N[C@H](C(=O)O)CC1CCCCC1